3-(3,3-difluorocyclobutyloxy)-4-(oxazol-2-yl)aniline FC1(CC(C1)OC=1C=C(N)C=CC1C=1OC=CN1)F